5-butyl-3-isopropylpyrido[3,2-e][1,2,4]Triazolo[4,3-a]Pyrazine C(CCC)N1CC=2N(C3=C1C=C(C=N3)C(C)C)C=NN2